ClC=1C=NC=CC1C1=NN(C=C1C1=C2C(=NC(=C1)C)NN=C2)C 4-[3-(3-chloro-4-pyridinyl)-1-methyl-pyrazol-4-yl]-6-methyl-1H-pyrazolo[3,4-b]pyridine